ClC1=C(C(=CC(=C1)NC(CC1=CC=C(C=C1)S(=O)(=O)CC)=O)Cl)C1=C(C=CC=C1)OC(F)(F)F N-[2,6-dichloro-2'-(trifluoromethoxy)[1,1'-biphenyl]-4-yl]-4-(ethylsulfonyl)-benzeneacetamide